2-amino-3-methylphenoxide NC1=C([O-])C=CC=C1C